2-Amino-1-(3-((4-methoxybenzyl)oxy)-2,6-dimethylphenyl)-5-(methoxymethyl)-6-methyl-1H-pyrrolo[2,3-b]pyridine-3-carbonitrile NC1=C(C=2C(=NC(=C(C2)COC)C)N1C1=C(C(=CC=C1C)OCC1=CC=C(C=C1)OC)C)C#N